BrC=1C=C(C=CC1)[C@@H](C)NC(=O)C=1NC2=C(C=C3C(=NN(C3=C2)C(C2=CC=CC=C2)(C2=CC=CC=C2)C2=CC=CC=C2)C2=CC=NC=C2)N1 (R)-N-(1-(3-bromophenyl)ethyl)-3-(pyridin-4-yl)-1-trityl-1,7-dihydroimidazo[4,5-f]indazole-6-carboxamide